O=C1NC2=C(N1)C=CC(=C2)NC(=O)C=2SC(=CC2)CN2N=C(C=C2C)C N-(2-oxo-2,3-dihydro-1H-benzo[d]imidazol-5-yl)-5-((3,5-dimethyl-1H-pyrazol-1-yl)methyl)thiophene-2-carboxamide